ClC1=CC(=C(OCC=2C=C(C=CC2)CC2CCN(CC2)CC2=NC3=C(N2CC=2OC=CN2)C=C(C=C3)C(=O)O)C=C1)C#N 2-{[4-({3-[(4-chloro-2-cyanophenoxy)methyl]phenyl}methyl)piperidin-1-yl]methyl}-1-[(1,3-oxazol-2-yl)methyl]-1H-1,3-benzodiazole-6-carboxylic acid